CN1N=CC2=CC(=CC=C12)C=1N=C2N(C(C1)=O)C=C(C=C2)N2C[C@H](NCC2)C 2-(1-methyl-1H-indazol-5-yl)-7-[(3R)-3-methylpiperazin-1-yl]-4H-pyrido[1,2-a]pyrimidin-4-one